NCCCN1C(CCCCC1)=O 1-(3-aminopropyl)azepan-2-one